(S)-2-acetamido-4-methyl-N-((S)-3-oxo-1-((S)-2-oxopyrrolidin-3-yl)-4-(trifluoromethoxy)butan-2-yl)pentanamide C(C)(=O)N[C@H](C(=O)N[C@@H](C[C@H]1C(NCC1)=O)C(COC(F)(F)F)=O)CC(C)C